1-{4-[4-({[3-(difluoromethoxy)phenyl]methyl}carbamoyl)-1H-1,2,3-triazol-1-yl]butyl}-N-{[4-(trifluoromethyl)pyridin-2-yl]methyl}-1H-1,2,3-triazole-4-carboxamide FC(OC=1C=C(C=CC1)CNC(=O)C=1N=NN(C1)CCCCN1N=NC(=C1)C(=O)NCC1=NC=CC(=C1)C(F)(F)F)F